2-(1-(4-((5-chloro-3-fluoropyridin-2-yl)oxy)-2-fluorophenyl)-1H-1,2,3-triazol-4-yl)acetic acid ClC=1C=C(C(=NC1)OC1=CC(=C(C=C1)N1N=NC(=C1)CC(=O)O)F)F